3-propylcyclohexanol C(CC)C1CC(CCC1)O